3-methyl-1-propylimidazolium C[N+]1=CN(C=C1)CCC